ClC1=CC(=C(C(=C1)O)C1=C2CC(N(C2=CC=C1C)CC)=O)O 4-(4-Chloro-2,6-dihydroxyphenyl)-1-ethyl-5-methylindolin-2-one